CC([O-])C.[Ta+5].FC(C=1C=CC(=NC1)OC=1C=CC2=C(N(C=N2)CC2(CCC2)O)C1)(F)F.CC([O-])C.CC([O-])C.CC([O-])C.CC([O-])C 1-[(6-{[5-(trifluoromethyl)pyridin-2-yl]oxy}-1H-benzimidazol-1-yl)methyl]cyclobutanol Tantalum isopropoxide